(Z)-benzyl ((E)-4-trideuteriomethylguanidino-17-methyl-2,7-dioxo-1-oxa-4,6-diazacycloheptadec-12-en-5-ylidene)carbamate [2H]C(N\1C(C(OC(CCC/C=C/CCCCC(N/C1=N/C(OCC1=CC=CC=C1)=O)=O)C)=O)NC(=N)N)([2H])[2H]